ClC1=CC(=C2C(=N1)C(=C(S2)I)C)N(C(OC(C)(C)C)=O)CC=2OC=CC2 tert-butyl (5-chloro-2-iodo-3-methylthieno[3,2-b]pyridin-7-yl)(furan-2-ylmethyl)carbamate